6-amino-4-((3-chloro-4-(pyridin-4-yloxy)phenyl)amino)-7-ethoxyquinoline-3-carbonitrile NC=1C=C2C(=C(C=NC2=CC1OCC)C#N)NC1=CC(=C(C=C1)OC1=CC=NC=C1)Cl